3-amino-N-((1s,3R)-3-hydroxy-3-(trifluoromethyl)cyclobutyl)-6-(2-(methyl-d3)-5-((S)-1,1,1-trifluoro-2,3-dihydroxypropan-2-yl)phenyl)pyrazine-2-carboxamide NC=1C(=NC(=CN1)C1=C(C=CC(=C1)[C@@](C(F)(F)F)(CO)O)C([2H])([2H])[2H])C(=O)NC1CC(C1)(C(F)(F)F)O